phenanthren-3-yl-3-morpholinylazetidine-1-carboxylate C1=CC(=CC=2C3=CC=CC=C3C=CC12)OC(=O)N1CC(C1)N1CCOCC1